(E)-N'-(2-hydroxy-4-diethylaminobenzylidene)pyridineformylhydrazine OC1=C(\C=N\NC(=O)C2=NC=CC=C2)C=CC(=C1)N(CC)CC